C(C1=CC=CC=C1)[C@H]1[C@@H](C1)[B-](F)(F)F.[K+] racemic-potassium trans-(2-benzylcyclopropyl)trifluoroborate